NCCCCCCCN 1,7-diaminoheptan